Tert-butyl 4-(2-(Benzofuran-6-yl)-4-(2-((2-chloro-4-(trifluoromethyl)phenyl)amino)-2-oxoethyl)-5-ethyl-7-oxo-4,7-dihydropyrazolo[1,5-a]pyrimidin-6-yl)piperazine-1-carboxylate O1C=CC2=C1C=C(C=C2)C2=NN1C(N(C(=C(C1=O)N1CCN(CC1)C(=O)OC(C)(C)C)CC)CC(=O)NC1=C(C=C(C=C1)C(F)(F)F)Cl)=C2